FC(O[C@H]1C[C@H](C1)C1=NN=C(O1)[C@@H]1OC[C@H](CO1)N1C(C2=CC=CC=C2C1=O)=O)(F)F D-2-[trans-2-{5-[cis-3-(trifluoromethoxy)cyclobutyl]-1,3,4-oxadiazol-2-yl}-1,3-dioxan-5-yl]-2,3-dihydro-1H-isoindole-1,3-dione